3-amino-1-{4-[4-({(1R)-1-[3-(difluoromethyl)-2-fluorophenyl]ethyl}amino)-2-methylpyrido[3,4-d]pyrimidin-6-yl]piperazin-1-yl}propan-1-one NCCC(=O)N1CCN(CC1)C1=CC2=C(N=C(N=C2N[C@H](C)C2=C(C(=CC=C2)C(F)F)F)C)C=N1